BrC=1C=C(C=CC1)C=CC(=O)C1=C(C=C(C=C1OC)OC)O 3-(3-Bromophenyl)-1-(2-hydroxy-4,6-dimethoxyphenyl)prop-2-en-1-one